1-cyclopentyl-3-methyl-6-(3-methylphenylamino)-1,3-dihydro-2H-imidazo[4,5-c]pyridin-2-one C1(CCCC1)N1C(N(C=2C=NC(=CC21)NC2=CC(=CC=C2)C)C)=O